(3R,10R)-7-((2S,5R)-4-acryloyl-2,5-dimethylpiperazin-1-yl)-9-chloro-3-((4-methylpiperazin-1-yl)-methyl)-10-(naphthalen-1-yl)-2H-[1,4]-oxazino[2,3,4-ij]-quinazolin-5(3H)-one C(C=C)(=O)N1C[C@@H](N(C[C@H]1C)C1=NC(N2C3=C(C(=C(C=C13)Cl)C1=CC=CC3=CC=CC=C13)OC[C@H]2CN2CCN(CC2)C)=O)C